ClC1=C(C(C(=O)NC2=CC=CC=C2OC2=C(C=CC=C2)Cl)=CC(=C1)Cl)O 3,5-dichloro-6'-(o-chlorophenoxy)-salicylanilide